N1=CNC(C12CCNCC2)=O 1,3,8-triazaspiro[4.5]dec-1-en-4-one